(2S,3S,4R,5R)-5-(6-(benzylamino)-2-(3-methylpyridin-4-yl)-9H-purin-9-yl)-3,4-dihydroxy-N-methyltetrahydrofuran-2-carboxamide C(C1=CC=CC=C1)NC1=C2N=CN(C2=NC(=N1)C1=C(C=NC=C1)C)[C@H]1[C@@H]([C@@H]([C@H](O1)C(=O)NC)O)O